C[C@H]1C[C@H](CN1)OC=1C=NC=2N(C1)N=CC2 6-[(3R,5S)-5-methylpyrrolidin-3-yl]oxypyrazolo[1,5-a]pyrimidine